7-bromo-1-cyclopropyl-4-oxo-1,2,3,4-tetrahydroquinoline-3-carbaldehyde BrC1=CC=C2C(C(CN(C2=C1)C1CC1)C=O)=O